8-({4-[1-cyclopropyl-4-(trifluoromethyl)imidazol-2-yl]phenyl}methyl)-2-(4-cyclopropyl-6-methoxypyrimidin-5-yl)-4-methyl-6-(2-methyl-1,2,4-triazol-3-yl)pyrido[2,3-d]pyrimidin-7-one C1(CC1)N1C(=NC(=C1)C(F)(F)F)C1=CC=C(C=C1)CN1C(C(=CC2=C1N=C(N=C2C)C=2C(=NC=NC2OC)C2CC2)C=2N(N=CN2)C)=O